CC(C(CO)O)(CCC=C(C)C)O 3,7-dimethyloct-6-en-1,2,3-triol